10-(4,5-dimethoxy-2-methyl-3,6-dioxo-1,4-cyclohexadienyl)decyltrimethylphosphonium COC=1C(C(=C(C(C1OC)=O)CCCCCCCCCC[P+](C)(C)C)C)=O